(3-(4-((4-Cyclopropyl-1H-1,2,3-triazol-1-yl)methyl)phenyl)-1,2,4-oxadiazol-5-yl)pyrrolidine-1-carboximidamide hydrochloride Cl.C1(CC1)C=1N=NN(C1)CC1=CC=C(C=C1)C1=NOC(=N1)C1N(CCC1)C(N)=N